ethyl (4S)-2-{[(2S)-1,4-dioxan-2-yl]methyl}-4-methyl-8-(trifluoromethyl)-4,5-dihydro-2H-furo[2,3-g]indazole-7-carboxylate O1[C@H](COCC1)CN1N=C2C3=C(C[C@@H](C2=C1)C)OC(=C3C(F)(F)F)C(=O)OCC